(1R,3S,4R)-N-((S)-1-cyano-2-((S)-2-oxopiperidin-3-yl)ethyl)-2-((2,5-difluorophenyl)-D-alanyl)-5,5-difluoro-2-azabicyclo[2.2.2]octane-3-carboxamide C(#N)[C@H](C[C@H]1C(NCCC1)=O)NC(=O)[C@H]1N([C@H]2CC([C@@H]1CC2)(F)F)C([C@H](NC2=C(C=CC(=C2)F)F)C)=O